NC1=C(C=C(C=N1)C=1C=NN(C1)C1CCN(CC1)CC=1C=C2CN(C(C2=CC1)=O)C1C(NC(CC1)=O)=O)O[C@H](C)C1=C(C(=CC=C1Cl)F)Cl 3-(5-((4-(4-(6-amino-5-((R)-1-(2,6-dichloro-3-fluorophenyl)ethoxy)pyridin-3-yl)-1H-pyrazol-1-yl)piperidin-1-yl)methyl)-1-oxoisoindolin-2-yl)piperidine-2,6-dione